3-(5-(2-((1-(4-((5-chloro-4-((2-(dimethylphosphono)phenyl)amino)pyrimidin-2-yl)amino)-3-methoxyphenyl)piperidin-4-yl)amino)ethoxy)-1-oxoisoindolin-2-yl)piperidine-2,6-dione ClC=1C(=NC(=NC1)NC1=C(C=C(C=C1)N1CCC(CC1)NCCOC=1C=C2CN(C(C2=CC1)=O)C1C(NC(CC1)=O)=O)OC)NC1=C(C=CC=C1)P(=O)(OC)OC